(2-carboxyethyl)-3-methyl-maleic anhydride C(=O)(O)CC/C=1/C(=O)OC(\C1\C)=O